C(C)(C)(C)OC(=O)N1CC=C(CC1)COC1=C2CN(C(C2=CC=C1Br)=O)C(C(=O)N)CCC(=O)OC(C)(C)C 4-(((2-(1-amino-5-(tert-butoxy)-1,5-dioxopentan-2-yl)-5-bromo-1-oxoisoindolin-4-yl)oxy)methyl)-5,6-dihydropyridine-1(2H)-carboxylic acid (S)-tert-butyl ester